3,5-dimethylbenzoyl-chlorotoluene CC=1C=C(C(=O)C(C2=CC=CC=C2)Cl)C=C(C1)C